7-Bromo-2-chloro-3-(1,1-difluoroethyl)quinoline BrC1=CC=C2C=C(C(=NC2=C1)Cl)C(C)(F)F